1,6-bismaleimido(2,2,4-trimethyl)hexane C1(C=CC(N1CC(CC(CCN1C(C=CC1=O)=O)C)(C)C)=O)=O